C(C1=CC=2OCOC2C=C1)C([O-])CCC.O=[N+](C(Cl)(Cl)Cl)[O-] chloropicrin (piperonyl-butoxide)